(1-methylcyclopropyl)-3-[(1-methylpyrazol-4-yl)methyl]-4-oxo-8-[(2R)-1-acetyl-2-methyl-4-piperidyl]-1H-quinazoline-6-sulfonamide CC1(CC1)N1CN(C(C2=CC(=CC(=C12)C1C[C@H](N(CC1)C(C)=O)C)S(=O)(=O)N)=O)CC=1C=NN(C1)C